2'-Oxo-6'-(pyrimidin-5-yl)-1',4'-dihydro-2'H-spiro[pyrrolidine-3,3'-quinoline]-1-carbonitrile O=C1NC2=CC=C(C=C2CC12CN(CC2)C#N)C=2C=NC=NC2